2-amino-6-borono-2-(3-(ethyl-(naphthalen-1-ylmethyl)amino)propyl)hexanoic acid NC(C(=O)O)(CCCCB(O)O)CCCN(CC1=CC=CC2=CC=CC=C12)CC